3-Bromo-4-ethyl-pyridine BrC=1C=NC=CC1CC